Ethyl 1-(4-(5-chloro-2-oxopyridin-1(2H)-yl)phenyl)-5-(trifluoromethyl)-1H-pyrazole-4-carboxylate ClC=1C=CC(N(C1)C1=CC=C(C=C1)N1N=CC(=C1C(F)(F)F)C(=O)OCC)=O